C(C)(=O)OC(CC[C@@H](C(=O)O)NC(=O)C1=C(N=C(NCC2CNC=3N=C(N)NC(=O)C3N2C)C=C1)F)=O acetyl-3'-aza-2'-fluoro-5-methyltetrahydrofolate